5-(2-methyl[1,2,4]triazolo[1,5-a]pyrazin-6-yl)-2-{3-[(3S)-3-(propan-2-yl)piperazin-1-yl]-1,2,4-triazin-6-yl}phenol dihydrochloride Cl.Cl.CC1=NN2C(C=NC(=C2)C=2C=CC(=C(C2)O)C2=CN=C(N=N2)N2C[C@@H](NCC2)C(C)C)=N1